FC1=CC2=C(B(OC2)O)C=C1C(=O)NCCNCC(=O)O (2-(5-fluoro-1-hydroxy-1,3-dihydrobenzo[c][1,2]oxaborole-6-carboxamido)ethyl)glycine